COC1=C(C=C2C(=NC(=NC2=C1)C)N[C@H](C)C=1C(=C(C=CC1)C1=C(C#N)C=CC=C1)C)N1CCNCC1 (R)-3-(1-((7-methoxy-2-methyl-6-(piperazin-1-yl)quinazolin-4-yl)amino)ethyl)-2-methyl-Phenylbenzonitrile